2-(3-t-butyl-2-hydroxy-5-(2-octyloxycarbonylethyl)phenyl)-5-chloro-2H-benzotriazole C(C)(C)(C)C=1C(=C(C=C(C1)CCC(=O)OCCCCCCCC)N1N=C2C(=N1)C=CC(=C2)Cl)O